ClC1=NC(=NC(=C1)C1=NC=CN=C1)[C@@H]1CC[C@@H](N(C1)C(C)=O)C 1-((2S,5R)-5-(4-chloro-6-(pyrazin-2-yl)pyrimidin-2-yl)-2-methyl-piperidin-1-yl)ethan-1-one